tert-Butyl 3-[2-(4-methoxyphenyl)-5-{[(3R)-2-oxoazepan-3-yl]amino}[1,2,4]triazolo[1,5-c]quinazolin-10-yl]azetidine-1-carboxylate COC1=CC=C(C=C1)C1=NN2C(=NC=3C=CC=C(C3C2=N1)C1CN(C1)C(=O)OC(C)(C)C)N[C@H]1C(NCCCC1)=O